ClC1=NC(=CC=C1C(CO)(C)C)OC 2-(2-chloro-6-methoxypyridin-3-yl)-2-methylpropan-1-ol